N[C@H](CC(=O)OC(C)(C)C)C(=O)NCCC1=CC=C(C=C1)O tert-butyl (3R)-3-amino-4-[2-(4-hydroxyphenyl)ethylamino]-4-oxo-butanoate